neopentyl (((6-hydroxy-5'-methyl-4-pentyl-2'-(prop-1-en-2-yl)-[1,1'-biphenyl]-2-yl)oxy)(methyl)phosphoryl)-L-alaninate OC1=CC(=CC(=C1C1=C(C=CC(=C1)C)C(=C)C)OP(=O)(C)N[C@@H](C)C(=O)OCC(C)(C)C)CCCCC